(4S)-4-(3,4-difluorophenyl)-3-oxo-piperidine-1-carboxylic acid tert-butyl ester C(C)(C)(C)OC(=O)N1CC([C@@H](CC1)C1=CC(=C(C=C1)F)F)=O